6,7-Dimethoxy-N-(3-methyl-5-(1H-1,2,4-triazol-1-yl)phenyl)quinolin-4-amine COC=1C=C2C(=CC=NC2=CC1OC)NC1=CC(=CC(=C1)N1N=CN=C1)C